C(C=C)OCC=C monoAllyl ether